ClC=1C=C(C2=CN(N=C2C1C(=O)NC=1C(=C(C=2N(C1)C=C(N2)C)F)OC)C)N2CCC(CC2)NCC 6-chloro-4-[4-(ethylamino)-1-piperidyl]-N-(8-fluoro-7-methoxy-2-methyl-imidazo[1,2-a]pyridin-6-yl)-2-methyl-indazole-7-carboxamide